C(C)(C)(C)NC(C(=O)N1[C@@H]([C@H]2CC[C@H]2C1)C(=O)N[C@@H](C[C@H]1C(NCC1)=O)C(COC(F)(F)F)=O)=O (1S,2S,5r)-3-(2-(tert-butylamino)-2-oxoacetyl)-N-((S)-3-oxo-1-((S)-2-oxopyrrolidin-3-yl)-4-(trifluoromethoxy)butan-2-yl)-3-azabicyclo[3.2.0]heptane-2-carboxamide